4-amino-7-hydroxy-8-methylcoumarin NC1=CC(OC2=C(C(=CC=C12)O)C)=O